2-((3'-methoxy-[1,1'-biphenyl]-2-yl)(methyl)amino)-2-oxoacetic acid COC=1C=C(C=CC1)C1=C(C=CC=C1)N(C(C(=O)O)=O)C